CC1=CNC2=CC(=C(C=C12)C)C(=O)O 3,5-Dimethyl-1H-indole-6-carboxylic acid